3-(3-bromo-6-chloro-pyrazolo[4,3-c]pyridin-1-yl)butoxy-tert-butyl-dimethyl-silane BrC1=NN(C2=C1C=NC(=C2)Cl)C(CCO[Si](C)(C)C(C)(C)C)C